(R)-6-amino-4-((1-(3-(difluoromethyl)-2-fluorophenyl)ethyl)amino)-2,5-dimethyl-7H-pyrano[2,3-d]pyrimidin-7-one NC1=C(C2=C(N=C(N=C2N[C@H](C)C2=C(C(=CC=C2)C(F)F)F)C)OC1=O)C